CCCCC/C=C\\C/C=C\\C/C=C\\CCCCCCCCC(=O)[O-] The molecule is a long-chain polyunsaturated fatty acid anion that is the conjugate base of (10Z,13Z,16Z)-docosatrienoic acid, obtained by deprotonation of the carboxy group; major species at pH 7.3. It is a conjugate base of a (10Z,13Z,16Z)-docosatrienoic acid.